2-(2-((2S,6S)-2,6-dimethyl-1-(1-(6-methylpyridin-3-yl)cyclopropyl)-4-(pyridin-2-yl)piperidin-4-yl)ethyl)-5-fluoropyridine C[C@@H]1N([C@H](CC(C1)(C1=NC=CC=C1)CCC1=NC=C(C=C1)F)C)C1(CC1)C=1C=NC(=CC1)C